C(C=C)C(CC=C)(C#N)C1=CC=2N(C=C1)C(=CN2)C2=CC(=C(C(=O)NC1CC1)C(=C2)OC)OC(F)F 4-[7-(1-allyl-1-cyano-but-3-enyl)imidazo[1,2-a]pyridin-3-yl]-N-cyclopropyl-2-(difluoromethoxy)-6-methoxy-benzamide